4-chloro-2-(pyrrol-1-yl)-5-(4,4,5,5-tetramethyl-1,3,2-dioxaborolan-2-yl)aniline ClC1=CC(=C(N)C=C1B1OC(C(O1)(C)C)(C)C)N1C=CC=C1